FC(C(=O)[O-])(F)F.N(=[N+]=[N-])CCCCCCCCCCCCCCCCCC(=O)NCC[N+](C)(C)C 2-(18-azido-octadecanamido)-N,N,N-trimethylethan-1-aminium trifluoroacetate